CN(CC(=O)N1CCC(CC1)C=1C=C2C(=C(NC2=CC1)C1=C(C(=NC=C1)C)F)C(C)C)C 2-(dimethylamino)-1-(4-(2-(3-fluoro-2-methylpyridin-4-yl)-3-isopropyl-1H-indol-5-yl)piperidin-1-yl)ethan-1-one